N-(5-(5-amino-1H-pyrazol-1-yl)-1,3,4-thiadiazol-2-yl)-4-(2,6-dimethoxyphenyl)-3-(2-(2-hydroxyethoxy)ethoxy)-2-oxo-2H-pyran-6-carboxamide NC1=CC=NN1C1=NN=C(S1)NC(=O)C1=CC(=C(C(O1)=O)OCCOCCO)C1=C(C=CC=C1OC)OC